(S)-Benzyl 2-((tert-butoxycarbonyl)amino)-5-(((S)-1-ethoxy-1-oxopropan-2-yl)amino)-5-oxopentanoate C(C)(C)(C)OC(=O)N[C@H](C(=O)OCC1=CC=CC=C1)CCC(=O)N[C@H](C(=O)OCC)C